(2-((5-chloro-2-((1,1-dimethyl-1,2,3,4-tetrahydroisoquinolin-7-yl)amino)pyrimidin-4-yl)amino)phenyl)dimethylphosphine oxide ClC=1C(=NC(=NC1)NC1=CC=C2CCNC(C2=C1)(C)C)NC1=C(C=CC=C1)P(C)(C)=O